Nα-Boc-histidine C(=O)(OC(C)(C)C)N[C@@H](CC1=CNC=N1)C(=O)O